tert-butyl ((4-(N-(5-chloro-4-(cyclopentylmethoxy)-2-fluorobenzoyl)sulfamoyl) morpholin-2-yl)methyl)carbamate ClC=1C(=CC(=C(C(=O)NS(=O)(=O)N2CC(OCC2)CNC(OC(C)(C)C)=O)C1)F)OCC1CCCC1